NC(CCNCCCCCN)CC N-(3-aminopentyl)-1,5-pentanediamine